N,N-dimethyl-5-(2,6,8-trifluoro-7-(8-((triisopropylsilyl)ethynyl)naphth-1-yl)quinazolin-4-yl)-5,6,7,8-tetrahydro-4H-pyrazolo[1,5-a][1,4]diazepine-2-carboxamide CN(C(=O)C1=NN2C(CN(CCC2)C2=NC(=NC3=C(C(=C(C=C23)F)C2=CC=CC3=CC=CC(=C23)C#C[Si](C(C)C)(C(C)C)C(C)C)F)F)=C1)C